COC1=NC=C(C2=C1N=C(S2)NC(=O)N2CC1(CC2)CCOCC1)C1CCNCC1 8-Oxa-2-aza-spiro[4.5]decane-2-carboxylic acid (4-methoxy-7-piperidin-4-yl-thiazolo[4,5-c]pyridin-2-yl)-amide